BrC1=CC=C(OC[C@@H]2COC[C@](O2)(C)CI)C=C1 (2R,6S)-6-((4-bromophenoxy)methyl)-2-(iodomethyl)-2-methyl-1,4-dioxan